N-{2-fluoro-3-[6-oxo-4-(trifluoromethyl)-1,6-dihydropyrimidin-2-yl]-4-(trifluoromethyl)benzyl}-1-(8-methylquinolin-2-yl)azetidine-3-carboxamide FC1=C(CNC(=O)C2CN(C2)C2=NC3=C(C=CC=C3C=C2)C)C=CC(=C1C=1NC(C=C(N1)C(F)(F)F)=O)C(F)(F)F